FC1=CN=C(C2=CC=CC(=C12)S(=O)(=O)N1[C@@H](CNCCC1)C)OC (R)-4-fluoro-1-methoxy-5-((2-methyl-1,4-diazepan-1-yl)sulfonyl)isoquinoline